n-Dodecyl-Phosphonic Acid C(CCCCCCCCCCC)P(O)(O)=O